(S)-2-butanol C[C@@H](CC)O